2-((5-cyclopropyl-4H-1,2,4-triazol-3-yl)methyl)-6-(4-(difluoromethoxy)phenyl)-pyridazin-3(2H)-one C1(CC1)C=1NC(=NN1)CN1N=C(C=CC1=O)C1=CC=C(C=C1)OC(F)F